4,7-dibenzyl-4,7-diazaspiro[2.5]octane C(C1=CC=CC=C1)N1C2(CC2)CN(CC1)CC1=CC=CC=C1